BrC(C)(CC)Br 2,2-dibromo-butane